N2-(isoxazol-4-yl)-N4-(oxetan-3-yl)-6-(6-(trifluoromethyl)pyridin-2-yl)-1,3,5-triazine-2,4-diamine O1N=CC(=C1)NC1=NC(=NC(=N1)NC1COC1)C1=NC(=CC=C1)C(F)(F)F